[Si](C)(C)(C(C)(C)C)OC(CCC#CC1=NC=C(C(=C1)NC(OC(C)(C)C)=O)OC([2H])([2H])[2H])(C)C tert-butyl N-[2-[5-[tert-butyl(dimethyl)silyl]oxy-5-methyl-hex-1-ynyl]-5-(trideuteriomethoxy)-4-pyridyl]carbamate